3-[4-[(3-chloropyrazol-1-yl)methyl]phenyl]-5-(trifluoromethyl)-1,2,4-oxadiazole ClC1=NN(C=C1)CC1=CC=C(C=C1)C1=NOC(=N1)C(F)(F)F